2-(4-Aminobutyl)-1,3-propanediol NCCCCC(CO)CO